BrC1=CC=C(C=N1)OC1CC(C1)O 3-((6-bromopyridin-3-yl)oxy)cyclobutan-1-ol